C(C)C1=NN(C2=C1C(NCC1(CCOCC1)C2)=O)C[C@H](COC(C2=CC=C(C=C2)S(=O)(=O)C)=O)C 4-methylsulfonylbenzoic acid [(2R)-3-(3-ethyl-4-oxo-spiro[6,8-dihydro-5H-pyrazolo[4,3-c]azepin-7,4'-tetrahydropyran]-1-yl)-2-methyl-propyl] ester